C1(CCCC1)N1[C@@H](C(N(C=2C=NC(=NC12)NC1=C(C=C(C(=O)NCCCCCOC2CCNCC2)C=C1)OC)C)=O)CC 4-[[(7R)-8-cyclopentyl-7-ethyl-5-methyl-6-oxo-7H-pteridin-2-yl]amino]-3-methoxy-N-[5-(4-piperidyloxy)pentyl]benzamide